CC(CC(=O)N1CCCC2=CC(=CC=C12)CNC(OC(C)(C)C)=O)C tert-butyl ((1-(3-methylbutanoyl)-1,2,3,4-tetrahydroquinolin-6-yl)methyl)carbamate